COC1=CC=C(C=C1)C(CC(=O)O)N1C=NC=C1 β-(4-methoxyphenyl)-1H-imidazole-1-propionic acid